N-(α-cyanoethyl)formamide C(#N)C(C)NC=O